N-(3-phenylpropyl)-glycine C1(=CC=CC=C1)CCCNCC(=O)O